ClCCCCCCOCCOCCCCN 2-(2-(2-((6-chlorohexyl)oxy)ethoxy)ethyl)ethan-1-amine